ClC=1C=C(CNC2=C3N=CN(C3=NC(=N2)C=2C=NC=C(C2)Cl)[C@H]2[C@@H]([C@@H]([C@H](O2)C(=O)NCC)O)O)C=CC1 (2s,3s,4r,5r)-5-(6-(3-chlorobenzylamino)-2-(5-chloropyridin-3-yl)-9H-purin-9-yl)-N-ethyl-3,4-dihydroxytetrahydrofuran-2-carboxamide